ClC1=CC=C(CNC2=CC=C(C=C2)C2=NOC(C2)(O)C(F)(F)F)C=C1 3-{4-[(4-chlorobenzyl)amino]phenyl}-5-(trifluoromethyl)-4,5-dihydro-1,2-oxazol-5-ol